Cl.COC1=C2CC[C@@H](CC2=CC=C1)NCCC (S)-1,2,3,4-tetrahydro-5-methoxy-N-propyl-2-naphthylamine hydrochloride